5-bromo-3-iodo-1-(p-tolylsulfonyl)pyrrolo[2,3-b]pyrrole BrC1=CC2=C(N1)N(C=C2I)S(=O)(=O)C2=CC=C(C=C2)C